[N+](=O)([O-])C1=C(C=CC(=C1)S(=O)(=O)O)O 2-nitro-4-sulfophenol